C1(CCCCC1)C[C@@H](C(=O)N[C@H](CO)CCC(=O)N1CCOCC2=C1C=CC=C2)NC(OCC2=CC(=CC=C2)Cl)=O 3-Chlorobenzyl ((S)-3-cyclohexyl-1-(((S)-5-(2,3-dihydrobenzo[e][1,4]oxazepin-1(5H)-yl)-1-hydroxy-5-oxopentan-2-yl)amino)-1-oxopropan-2-yl)carbamate